N[C@@H](C(=O)O)CNC(C1=CC(=CC(=C1)F)C(C)OCC)=O (2R)-2-amino-3-(3-(1-ethoxyethyl)-5-fluorobenzamido)propanoic acid